methyl 3-chloro-3-(4-fluorophenyl)-2-oxopropionate ClC(C(C(=O)OC)=O)C1=CC=C(C=C1)F